(1S,4S)-5-{[2-(4-chlorophenyl)imidazo[1,2-a]pyridin-3-yl]methyl}-[2,5-diazabicyclo[2.2.2]oct-2-yl]methanone ClC1=CC=C(C=C1)C=1N=C2N(C=CC=C2)C1CN1[C@@H]2CN([C@H](C1)CC2)C=O